Tin (II) ethylhexanoate C(C)OC(CCCCC)=O.[Sn+2]